3-(4-Bromophenyl)-1-cyclopentyl-N-[(2,4-dimethoxyphenyl)methyl]-5-methyl-pyrazole-4-carboxamide BrC1=CC=C(C=C1)C1=NN(C(=C1C(=O)NCC1=C(C=C(C=C1)OC)OC)C)C1CCCC1